S(=O)(=O)(O)C(C(=O)OCCCCCCCCCCCC)CC(=O)[O-] monododecyl sulfosuccinate